N-[2-[[(2R)-2-amino-5-guanidino-pentanoyl]amino]ethyl]-4-[[3-(2-chloro-3-fluoro-4-methoxyphenyl)imidazo[1,2-a]pyrazin-8-yl]amino]-2-ethyl-benzamide formate C(=O)O.N[C@@H](C(=O)NCCNC(C1=C(C=C(C=C1)NC=1C=2N(C=CN1)C(=CN2)C2=C(C(=C(C=C2)OC)F)Cl)CC)=O)CCCNC(=N)N